FC=1C=NC(=NC1)OC=1C=C(C(=O)O)C=CC1 3-((5-fluoropyrimidin-2-yl)oxy)benzoic acid